CCCCCC(=O)C1=C(C=C2C(=C1O)C(=O)C3=C(C2=O)C=C(C=C3O)O)O The molecule is a polyketide that is anthraquinone bearing four hydroxy substituents at positions 1, 3, 6 and 8 as well as a hexanoyl substituent at position 2. It has a role as a fungal metabolite. It is a polyketide and a tetrahydroxyanthraquinone. It is a conjugate acid of a norsolorinate(1-).